Cl.Cl.CC1=C2C(=NC(=C1)CO)CNC2 (4-methyl-6,7-dihydro-5H-pyrrolo[3,4-b]pyridin-2-yl)methanol, Dihydrochloride Salt